[Li+].C(#N)C1=C(C(=C(C=2[NH+]=C(NC21)C(F)(F)F)C#N)C#N)C#N 4,5,6,7-tetracyano-2-trifluoromethylbenzimidazolium Lithium